ClCCCC1=CN(C2=CC=C(C=C12)C#N)S(=O)(=O)C1=CC=C(C)C=C1 3-(3-chloropropyl)-1-p-toluenesulfonyl-1H-indole-5-carbonitrile